N1(N=CC=C1)CC1=CC2=C(C(=NO2)NS(=O)(=O)C2=C(C=CC3=C2OCC32CC2)OC)C2=C1CCO2 N-(4-((1H-pyrazol-1-yl)methyl)-2,3-dihydrobenzofurano[7,6-d]isoxazol-8-yl)-6-methoxy-2H-spiro[benzofuran-3,1'-cyclopropane]-7-sulfonamide